C(=O)(Cl)[C@@H]1[C@H](C1)C(=O)OC (1S,2S)-Methyl 2-(carbonochloridoyl)cyclopropane-1-carboxylate